hydroxy-2(1H)-quinolinone ON1C(C=CC2=CC=CC=C12)=O